C(CCC)NC=1C2=C(N=CN1)N(C=C2C2=CC(=CC=C2)Cl)COCC[Si](C)(C)C N-butyl-5-(3-chlorophenyl)-7-((2-(trimethylsilyl)ethoxy)methyl)-7H-pyrrolo[2,3-d]pyrimidin-4-amine